COC=1C=C(C=C(C1)OC)C#CC=1C=C2C=CC(=CC2=CC1)OC(C)=O Acetic acid (6-(3,5-dimethoxyphenyl) ethynyl-2-naphthyl) ester